CN1C(=NN=C1)SC(C)C=1C=C(C=CC1)N1N=CC(=N1)C1=CC=C(C(=O)OC)C=C1 methyl 4-(2-(3-(1-(4-methyl-4H-1,2,4-triazol-3-ylthio)ethyl)phenyl)-2H-1,2,3-triazol-4-yl)benzoate